(R)-N-((R)-2-hydroxypropyl)-N'-((R)-1-(4-methoxyphenyl)ethyl)-4-((7-methoxyquinolin-4-yl)amino)benzenesulfonimidamide O[C@@H](CN[S@](=O)(=N[C@H](C)C1=CC=C(C=C1)OC)C1=CC=C(C=C1)NC1=CC=NC2=CC(=CC=C12)OC)C